FC1=CC=C(NC2=NN(C3=C2C=NC(=C3)C(=O)N3CCOCCC3)CS(=O)(=O)C)C=C1 [3-(4-fluoroanilino)-1-(methylsulfonylmethyl)pyrazolo[4,3-c]pyridin-6-yl]-(1,4-oxaazepan-4-yl)methanone